FC(C=1C=NNC1C(=N)Cl)(F)F 4-(trifluoromethyl)-1H-pyrazole-5-carbimidoyl chloride